ClC=1C=CC2=C(N(CN(S2(=O)=O)[C@@H]([C@H](C)C2=C(C(=CC=C2F)C)C)C=2OC(NN2)=O)C([2H])([2H])[2H])C1 6-chloro-2-[(1S,2R)-2-(6-fluoro-2,3-dimethylphenyl)-1-(5-oxo-4H-1,3,4-oxadiazol-2-yl)propyl]-4-(2H3)methyl-3H-1lambda6,2,4-benzothiadiazine-1,1-dione